C(C)S(=O)(=O)C1=C(C=CC=C1)C(=O)N1CC(N(CC1)C=1SC2=C(N1)C=CC(=C2)F)C (2-ethylsulfonylphenyl)-[4-(6-fluoro-1,3-benzothiazol-2-yl)-3-methyl-piperazin-1-yl]methanone